COC(=O)NCC1=CC=C(CN2C(C(=C(C=C2C)OCC2=C(C=C(C=C2)F)F)Br)=O)C=C1 1-[4-(methoxycarbonylaminomethyl)benzyl]-3-bromo-4-[(2,4-difluorobenzyl)oxy]-6-methylpyridin-2(1H)-one